6-METHYL-2-PIPERIDINECARBOXYLIC ACID CC1CCCC(N1)C(=O)O